3-chloro-4-[(5-chloro-3-fluoropyridin-2-yl)oxy]benzonitrile ClC=1C=C(C#N)C=CC1OC1=NC=C(C=C1F)Cl